butyl-4-(3-fluoro-4-hydroxyphenyl)-2,7-naphthyridin-1(2H)-one C(CCC)N1C(C2=CN=CC=C2C(=C1)C1=CC(=C(C=C1)O)F)=O